C(CCCCCCCCCCC\C=C\CCCCCCCC)(=O)OC(CO)CO 1,3-dihydroxypropan-2-yl (13E)-docos-13-enoate